2-butyl-2-ethylpentane-1,5-diol C(CCC)C(CO)(CCCO)CC